C(C)(=O)N1[C@H](CCC2=CC(=CC=C12)C1=CC=C(C=C1)C(C)(C)NC(OC(C)(C)C)=O)C tert-butyl (S)-(2-(4-(1-acetyl-2-methyl-1,2,3,4-tetrahydroquinolin-6-yl)phenyl)propan-2-yl)carbamate